COP(=O)(Cl)C.COP(=O)(C)NCCCN(CCCCCCCC(=O)OC(CCCCCCCC)CCCCCCCC)CCCCCCCC(OC(CC)CCCCCCCC)=O Heptadecan-9-yl 8-((3-((methoxy(methyl)phosphoryl)amino)propyl)(8-oxo-8-(undecan-3-yloxy)octyl)amino)octanoate Methyl-methylphosphonochloridate